6-Fluoroquinoxalin-2(1H)-one FC=1C=C2N=CC(NC2=CC1)=O